C(C=CC1=CC=CC=C1)(=O)OCCCNC(=O)OC(C)(C)C 3-((tert-butoxycarbonyl)amino)propyl cinnamate